5-((1S)-1-(6-chloro-4-methyl-1,1-dioxo-3,4-dihydro-2H-benzo[e][1,2]thiazin-2-yl)-2-(6-fluoro-2,3-dimethylphenyl)propyl)-1,3,4-oxadiazol-2(3H)-one ClC=1C=CC2=C(C(CN(S2(=O)=O)[C@@H](C(C)C2=C(C(=CC=C2F)C)C)C2=NNC(O2)=O)C)C1